CCCCCCCCCCC/C=C\\CCCCC(=O)O The molecule is the cis-isomer of octadec-6-enoic acid, a long-chain fatty acid. It has a role as a plant metabolite. It is a conjugate acid of a petroselinate.